C(C)(=O)N1CC(=CCC1)C1=CC(=C2C=C(NC2=C1F)C(=O)OC)C1=C(C=NC=C1)OC methyl 6-(1-acetyl-1,2,5,6-tetrahydropyridin-3-yl)-7-fluoro-4-(3-methoxypyridin-4-yl)-1H-indole-2-carboxylate